COC=1C(C=2C(=C(N(C2C(C1)=O)C)C)COC(CCSSCCC(=O)O)=O)=O 3-((3-((5-methoxy-1,2-dimethyl-4,7-dioxo-4,7-dihydro-1H-indol-3-yl)methoxy)-3-oxopropyl)disulfanyl)propionic acid